NCC(CN1C(N(C=C1)CC1=CC=C(S1)C=1C=C2CCC(N(C2=CC1)C)=O)=O)=C(F)F 6-[5-[[3-[2-(aminomethyl)-3,3-difluoro-allyl]-2-oxo-imidazol-1-yl]methyl]-2-thienyl]-1-methyl-3,4-dihydroquinolin-2-one